Fmoc(fluorenylmethoxycarbonyl)-D-isoleucine C(=O)(OCC1C2=CC=CC=C2C2=CC=CC=C12)N([C@H]([C@H](C)CC)C(=O)O)C(=O)OCC1=CC=CC=2C3=CC=CC=C3CC12